1,3,15-hexadecanetriol C(CC(CCCCCCCCCCCC(C)O)O)O